trans-4-((4-(2-Cyclopropylthiazol-5-yl)-pyridin-2-yl)((trans-4-(4-methoxy-3-methylphenyl)cyclohexyl)methyl)carbamoyl)cyclohexyl methylcarbamate CNC(O[C@@H]1CC[C@H](CC1)C(N(C[C@@H]1CC[C@H](CC1)C1=CC(=C(C=C1)OC)C)C1=NC=CC(=C1)C1=CN=C(S1)C1CC1)=O)=O